FC(OC=1C=C2C(=CC1)NC(C21CCN(CC1)CCOC=1C=NC=2N(C(CCC2C1)=O)C1CC(C1)(C)O)=O)F 5-(difluoromethoxy)-1'-[2-({7-oxo-8-[(cis)-3-hydroxy-3-methylcyclobutyl]-5,6,7,8-tetrahydro-1,8-naphthyridin-3-yl}oxy)ethyl]-1,2-dihydrospiro[indole-3,4'-piperidin]-2-one